C1N(CCC2=CC=CC=C12)C[C@H](CN1C(C2=CC=C(C=C2CC1)N1CCN(CC1)C(=O)N)=O)O 4-[2-[(2R)-3-(3,4-Dihydro-1H-isochinolin-2-yl)-2-hydroxy-propyl]-1-oxo-3,4-dihydroisochinolin-6-yl]piperazin-1-carboxamid